[Fe].[Sb].[Cr].[V] vanadium-chromium-antimony-iron